ONC(CCCCCCOC=1C=C2C(=NC=NC2=CC1OC)OC1=CC2=C(C(=C(O2)C)C(=O)NC)C=C1)=O 6-((6-((7-(hydroxyamino)-7-oxoheptyl)oxy)-7-methoxyquinazolin-4-yl)oxy)-N,2-dimethylbenzofuran-3-carboxamide